COC=1C=C2C(=C(N(C2=CC1)C1CCN(CC1)C)C)CC(=O)O 2-(5-methoxy-2-methyl-1-(1-methylpiperidin-4-yl)-1H-indol-3-yl)acetic acid